2-(3-((4-(4-((4-(2-(3-chloro-5-cyanophenyl)prop-2-yl)phenoxy)methyl)pyrimidine-2-yl)piperazin-1-yl)methyl)pyrrolidin-1-yl)-7-azaspiro[3.5]nonane-7-carboxylic acid tert-butyl ester C(C)(C)(C)OC(=O)N1CCC2(CC(C2)N2CC(CC2)CN2CCN(CC2)C2=NC=CC(=N2)COC2=CC=C(C=C2)C(C)(C)C2=CC(=CC(=C2)C#N)Cl)CC1